CC(C(=O)NC1=CC=C(N=N1)C1=NOC(=N1)C1CCC(CC1)CNC(C1=CC(=C(C(=C1)F)OCC1=CC=C(C=C1)OC)F)=O)(C)C N-{[(1r,4r)-4-{3-[6-(2,2-dimethylpropanamido)pyridazin-3-yl]-1,2,4-oxadiazol-5-yl}cyclohexyl]methyl}-3,5-difluoro-4-[(4-methoxyphenyl)methoxy]benzamide